C(C)N1CCN(CC1)C1=C(C=C(C=C1F)C(=O)N1CCC(CC1)C1=CC=C(C=C1)OC=1N=NC(=CC1)C(F)(F)F)NS(=O)(=O)CC1=CC=CC=C1 N-(2-(4-ethylpiperazin-1-yl)-3-fluoro-5-(4-(4-((6-(trifluoromethyl)pyridazin-3-yl)oxy)-phenyl)piperidine-1-carbonyl)phenyl)-1-phenylmethanesulfonamide